BrC1=C(C=C(C=C1)C(C)(C)C)C 1-bromo-4-tert-butyl-2-methyl-benzene